C1(CC1)CCNC(=O)C=1C=NC2=CC=C(N=C2C1NC(C)C)C1=CN=CS1 N-(2-cyclopropylethyl)-4-(isopropylamino)-6-(thiazol-5-yl)-1,5-naphthyridine-3-carboxamide